4-[(3S)-3-(methylamino)-1-piperidyl]-1H-pyrrolo[2,3-b]pyridine CN[C@@H]1CN(CCC1)C1=C2C(=NC=C1)NC=C2